2-[(2S)-2-amino-4-fluorobutyl]-3-bromo-5-chloro-N-[(thiophen-2-yl)methyl]thieno[3,2-b]pyridin-7-amine N[C@H](CC1=C(C2=NC(=CC(=C2S1)NCC=1SC=CC1)Cl)Br)CCF